O1C(=O)C=CC2=CC(=CC=C12)S(=O)(=O)N Coumarin-6-sulfonamide